5-[4-amino-5-(trifluoromethyl)pyrrolo[2,1-f][1,2,4]triazin-7-yl]-N-[(3R,4S)-4-fluoro-1-(oxolane-2-carbonyl)pyrrolidin-3-yl]-2-methoxypyridine-3-carboxamide NC1=NC=NN2C1=C(C=C2C=2C=C(C(=NC2)OC)C(=O)N[C@@H]2CN(C[C@@H]2F)C(=O)C2OCCC2)C(F)(F)F